1H-indazole-1-carboxamide N1(N=CC2=CC=CC=C12)C(=O)N